CC1=CC=C(S1)C(=[Hf](C1=CC=CC=2C3=CC=CC=C3CC12)C1C=CC=C1)CCCC (5-methylthienyl)(n-butyl)methylene(cyclopentadienyl)(fluorenyl)hafnium